N1=C(C=CC2=CC=CN=C12)C(=O)OC1CCC(CC1)=O 4-(naphthyridoyloxy)cyclohexanone